CC=1C=C(C=C(C1)C)C1=NC2=CC(=CC=C2C=C1)C 2-(3,5-dimethylphenyl)-7-methylquinoline